[6-fluoro-7-(4-fluorophenyl)-4-methoxy-thiazolo[4,5-c]pyridin-2-yl]-amid FC1=C(C2=C(C(=N1)OC)N=C(S2)[NH-])C2=CC=C(C=C2)F